ClC1=CC2=C(N=N1)N(CC2)C=2SC=C(N2)C(=O)OCC ethyl 2-{3-chloro-5H,6H,7H-pyrrolo[2,3-c]pyridazin-7-yl}-1,3-thiazole-4-carboxylate